FC1=C(C(=C(C(=C1[SH+]C1=C(C(=C(C(=C1F)F)F)F)F)F)F)F)F bis(pentafluorophenyl)sulfonium